1H-pyrazolo[3,4-d]pyrimidinebenzyl (R)-(5-methyl-1,1-dioxido-2,3-dihydrothiophen-3-yl)carbamate CC1=C[C@H](CS1(=O)=O)NC(OCC1=CC=CC=C1C1=NNC2=NC=NC=C21)=O